CC(CC(=O)OCC1=CC=CC=C1)C benzyl 3-methylbutanoate